ClC=1C(=C(C=CC1)NC1=C(NC2=C1C(NCC2)=O)C2=C(C=NC=C2)OCCS(=O)(=O)C)OC 3-[(3-chloro-2-methoxyphenyl)amino]-2-[3-(2-methanesulfonylethoxy)pyridin-4-yl]-1H,5H,6H,7H-pyrrolo[3,2-c]pyridin-4-one